FC(COC1=NC=CC(=C1)CN)(F)F [2-(2,2,2-trifluoroethoxy)-4-pyridyl]methanamine